benzo[d][1,3]dioxole-5-formamide O1COC2=C1C=CC(=C2)C(=O)N